(R)-3-(1-(3-(4,5-dimethyl-2H-1,2,3-triazol-2-yl)propyl)pyrrolidin-3-yl)-1H-indol-4-ol CC1=NN(N=C1C)CCCN1C[C@H](CC1)C1=CNC=2C=CC=C(C12)O